5-(2-(dimethylamino)ethoxy)-N-(1-(3-(1-ethyl-1H-pyrazol-3-yl)-5-(1-methyl-1H-pyrazol-4-yl)phenyl)cyclopropyl)-2-methylbenzamide CN(CCOC=1C=CC(=C(C(=O)NC2(CC2)C2=CC(=CC(=C2)C=2C=NN(C2)C)C2=NN(C=C2)CC)C1)C)C